1,20-eicosanediyl bis(2-hydroxyacetate) OCC(=O)OCCCCCCCCCCCCCCCCCCCCOC(CO)=O